C1(CC1)C1=C2CN(C(C2=C(C=C1)F)=O)C1C(NC(CC1)=O)=O 3-(4-cyclopropyl-7-fluoro-1-oxoisoindolin-yl)piperidine-2,6-dione